(S)-1,1'-binaphthyl-2,2'-dicarboxylic acid C1=CC=C2C(=C1)C=CC(=C2C3=C(C=CC4=CC=CC=C43)C(=O)O)C(=O)O